FC(C(=O)[O-])(F)F.C1(=CCCC1)C1=C(C=CC=C1)C(C(=O)O[C@@H]1C[N+](CC1)(C)C)O (3S)-3-(2-(2-(cyclopent-1-en-1-yl)phenyl)-2-hydroxyacetoxy)-1,1-dimethylpyrrolidin-1-ium trifluoroacetate